(2S,3R)-3-cyclopropyl-3-((R or S)-3-(2'-fluoro-5'-methoxy-[1,1'-biphenyl]-4-yl)-3,4-dihydro-2H-benzo[b][1,4]oxazin-6-yl)-2-methylpropanoic acid C1(CC1)[C@H]([C@@H](C(=O)O)C)C1=CC2=C(OC[C@H](N2)C2=CC=C(C=C2)C2=C(C=CC(=C2)OC)F)C=C1 |o1:15|